cis-1,4-diacetoxybutene CC(=O)OCC/C=C/OC(=O)C